COC=1C=C(C=C(C1OC)OC)N=C=S 3,4,5-trimethoxyphenyl isothiocyanate